2-(4-fluorophenyl)-4-oxo-piperidine-1-carboxylic acid benzyl ester C(C1=CC=CC=C1)OC(=O)N1C(CC(CC1)=O)C1=CC=C(C=C1)F